C1(CC1)COC1=CC=CC(=N1)C1=CC(=C(N(C)CCCC(=O)O)C(=C1)F)F 4-[4-[6-(cyclopropylmethoxy)-2-pyridyl]-2,6-difluoro-N-methyl-anilino]butanoic acid